FC1(CCC(CC1)(O)C1=C(C=CC(=C1)C(F)(F)F)C1=NC(=CC(=C1)OCC1=CC=C(C=C1)OC)C)F 4,4-difluoro-1-[2-[4-[(4-methoxyphenyl)methoxy]-6-methyl-2-pyridinyl]-5-(trifluoromethyl)phenyl]cyclohexanol